ClC=1C=C(C=CC1)C=1C(=CC=CC1N1CC(C1)OC1=CC=C(C=C1)NC(CC=1C=NC=CC1)=O)C(=O)O 3'-chloro-6-(3-(4-(2-(pyridin-3-yl)acetamido)phenoxy)azetidin-1-yl)-[1,1'-biphenyl]-2-carboxylic acid